OC(=O)C(F)(F)F.FC1(C[C@H](NC1)CONC(=O)[C@H]1N2C(N([C@H](C=C1C)C2)O[C@H](C(=O)O)F)=O)F (2S)-2-(((2S,5R)-2-((((S)-4,4-difluoropyrrolidin-2-yl)methoxy)carbamoyl)-3-methyl-7-oxo-1,6-diazabicyclo[3.2.1]oct-3-en-6-yl)oxy)-2-fluoroacetic acid TFA salt